FC=1C=C2C=C(N(C2=CC1)C1=CC(=C(C=C1)F)C)C(C)C 5-fluoro-1-(4-fluoro-3-methyl-phenyl)-2-isopropyl-indole